ClC1=C(SC=C1)CCO[Si](C)(C)C(C)(C)C (2-(3-chlorothien-2-yl)ethoxy)(tert-butyl)dimethylsilane